7-(2-Hydroxy-2-methylpropoxy)-5-(6-(6-((6-methoxypyridin-3-yl)methyl)-3,6-diazabicyclo[3.1.1]heptan-3-yl)pyridin-3-yl)imidazo[1,2-a]pyridine-3-carbonitrile OC(COC1=CC=2N(C(=C1)C=1C=NC(=CC1)N1CC3N(C(C1)C3)CC=3C=NC(=CC3)OC)C(=CN2)C#N)(C)C